FC=1C=C(C=C2CC(CC12)CNCCC1CN(C(O1)=O)C1=NC2=C(OCC(N2)=O)N=C1)NC(=O)[C@H]1N(C[C@@H](C1)OC)C (2S,4R)-N-[7-fluoro-2-[[2-[2-oxo-3-(3-oxo-4H-pyrazino[2,3-b][1,4]oxazin-6-yl)oxazolidin-5-yl]ethylamino]methyl]indan-5-yl]-4-methoxy-1-methyl-pyrrolidine-2-carboxamide